7-chloro-5-(2,2,2-trifluoroethoxy)quinoline ClC1=CC(=C2C=CC=NC2=C1)OCC(F)(F)F